N-[6-morpholino-2-[(2S)-2-morpholino-propyl]-1-oxo-isoindolin-5-yl]pyrazolo[1,5-a]pyrimidine-3-carboxamide O1CCN(CC1)C1=C(C=C2CN(C(C2=C1)=O)C[C@H](C)N1CCOCC1)NC(=O)C=1C=NN2C1N=CC=C2